BrC=1C=C(C=2N(C1)N=CC2C#N)O[C@H](C)C2=NC=CC=C2 6-bromo-4-[(1R)-1-(2-pyridyl)ethoxy]pyrazolo[1,5-a]pyridine-3-carbonitrile